4,5-dimethylbenzimidazol CC1=C(C=CC=2N=CNC21)C